2-(5-Methyl-2-(2-methyl-1-oxo-1,2,3,4-tetrahydropyrazino[1,2-b]indazol-8-yl)piperidin-1-yl)-2-oxoacetic acid methyl ester COC(C(=O)N1C(CCC(C1)C)C=1C=CC2=C3N(N=C2C1)CCN(C3=O)C)=O